(10Z)-17-benzyloxy-11-bromo-5-fluoro-8,13-dioxa-1,16,20,22-tetrazatetracyclo[13.5.2.02,7.018,21]docosa-2(7),3,5,10,15(22),16,18(21),19-octaene C(C1=CC=CC=C1)OC1=NC=2COC/C(=C/COC=3C=C(C=CC3N3N=CC1=C3N2)F)/Br